N1C(=NC2=C1C=CC=C2)NCC=2C=C(C=CC2)C[C@H](C(=O)OC(C)(C)C)[C@@H]2CN(CC2)C(=O)OC(C)(C)C tert-Butyl (3R)-3-[(1S)-1-[[3-[(1H-benzimidazol-2-ylamino)methyl]phenyl] methyl]-2-tert-butoxy-2-oxo-ethyl]pyrrolidine-1-carboxylate